N,N'-diacetyl-N-methyl-4-trifluoromethyl-pyrazole-carboxamidine C(C)(=O)N(C(=NC(C)=O)C1=NNC=C1C(F)(F)F)C